3-Bromo-2-chloro-6-nitro-N-(oxetan-2-ylmethyl)aniline BrC=1C(=C(NCC2OCC2)C(=CC1)[N+](=O)[O-])Cl